NC=1C=C(C=C(C1)C(F)(F)F)[C@@H](C)NC1=NN=CC2=CC=C(C=C12)N1CCN(CC1)C (R)-4-((1-(3-Amino-5-(trifluoromethyl)phenyl)ethyl)amino)-6-(4-methylpiperazin-1-yl)phthalazine